3-chloro-6-(4-iodo-1H-pyrazol-1-yl)pyrazine ClC=1C=NC(=CN1)N1N=CC(=C1)I